(S)-4-(3-((3-aminopiperidin-1-yl)methyl)-6-(p-tolyl)benzofuran-5-yl)benzonitrile N[C@@H]1CN(CCC1)CC1=COC2=C1C=C(C(=C2)C2=CC=C(C=C2)C)C2=CC=C(C#N)C=C2